tert-butyl 4-[7-({8-chloro-2-methylimidazo[1,2-a]pyridin-6-yl}carbamoyl)-2-methylindazol-4-yl]piperidine-1-carboxylate ClC=1C=2N(C=C(C1)NC(=O)C1=CC=C(C3=CN(N=C13)C)C1CCN(CC1)C(=O)OC(C)(C)C)C=C(N2)C